13-bromo-5-fluoro-14,19-dimethoxy-8-methyl-16,16-dioxo-9-oxa-16λ6-thia-4,17-diazatetracyclo[16.3.1.111,15.02,7]tricosa-1(21),2,4,6,11(23),12,14,18(22),19-nonaen-10-one BrC1=CC=2C(OC(C3=CC(=NC=C3C3=CC=C(C(NS(C(=C1OC)C2)(=O)=O)=C3)OC)F)C)=O